FC(C(=O)O)(F)F.N1CCS(CC1)(=O)=O thiomorpholine 1,1-dioxide 2,2,2-trifluoroacetate